(2S,3S,4R,5R)-6-{3-hydroxy-2-[(1R,6R)-3-methyl-6-(prop-1-en-2-yl)cyclohex-2-en-1-yl]-5-propylphenoxy}-5-(hydroxymethyl)oxane-2,3,4-triol OC=1C(=C(OC2[C@@H]([C@H]([C@@H]([C@H](O2)O)O)O)CO)C=C(C1)CCC)[C@@H]1C=C(CC[C@H]1C(=C)C)C